CCCCCCCC/C=C\\CCCCCCC/C=C/C(=O)SCCNC(=O)CCNC(=O)[C@@H](C(C)(C)COP(=O)(O)OP(=O)(O)OC[C@@H]1[C@H]([C@H]([C@@H](O1)N2C=NC3=C(N=CN=C32)N)O)OP(=O)(O)O)O The molecule is an unsaturated fatty acyl-CoA that results from the formal condensation of the thiol group of coenzyme A with the carboxy group of (2E,11Z)-icosadienoic acid. It is an unsaturated fatty acyl-CoA and a long-chain fatty acyl-CoA. It is a conjugate acid of a (2E,11Z)-icosadienoyl-CoA(4-).